NC1=NC(=CC=C1)C1CCN(CC1)C 2-amino-6-(1-methylpiperidin-4-yl)pyridine